phenyl cumyl peroxide C(C)(C)(C1=CC=CC=C1)OOC1=CC=CC=C1